ClC1=C(C=CC=C1C1C(NC(CC1)=O)=O)C1=CC=C(C=C1)OCC1=NN(C=C1)C(=O)OC(C)(C)C tert-butyl 3-(((2'-chloro-3'-(2,6-dioxopiperidin-3-yl)-[1,1'-biphenyl]-4-yl)oxy)methyl)-1H-pyrazole-1-carboxylate